CC=1C=C(C=C(C1)C)S(=O)(=O)N1C2CN(CC1CC2)C(=O)C2=CN=NN2 {8-[(3,5-dimethylphenyl)sulfonyl]-3,8-diazabicyclo[3.2.1]oct-3-yl}(1H-1,2,3-triazol-5-yl)methanone